tert-butyl (S)-4-(3-(4-(4-((1-(tert-butoxycarbonyl)pyrrolidin-3-yl)oxy)-3-(4-(trifluoromethyl) cyclohexyl) benzoyl) piperazine-1-carbonyl)-5-fluorophenyl)-3-oxopiperazine-1-carboxylate C(C)(C)(C)OC(=O)N1C[C@H](CC1)OC1=C(C=C(C(=O)N2CCN(CC2)C(=O)C=2C=C(C=C(C2)F)N2C(CN(CC2)C(=O)OC(C)(C)C)=O)C=C1)C1CCC(CC1)C(F)(F)F